hydroxyethylbis(hydroxypropyl)amine OCCN(CCCO)CCCO